C(C)(C)(C)OC(=O)N1CC2=CC(=CC=C2CC1)N1C(C2=NN(C(=C2C1)C(NCC1=NN(C(=C1)C)C)=O)C1=CC(=CC=C1)Cl)=O 7-[2-(3-chlorophenyl)-3-[(1,5-dimethylpyrazol-3-yl)methylcarbamoyl]-6-oxo-4H-pyrrolo[3,4-c]pyrazol-5-yl]-3,4-dihydro-1H-isoquinoline-2-carboxylic acid tert-butyl ester